COC=1C=C2C(=CN(C2=CC1)CC(C)N(C)C)C 1-(5-methoxy-3-methyl-1H-indol-1-yl)-N,N-dimethylpropan-2-amine